ClC1=CC=C(C=C1)NC(=O)N1[C@H](C[C@H](C1)O)C(=O)NC1=C(C=CC(=C1)C(CCC1CC1)(C1=NC=CC=C1)N[S@@](=O)C(C)(C)C)F (2R,4R)-N1-(4-chlorophenyl)-N2-(5-((+)-3-cyclopropyl-1-((S)-1,1-dimethylethylsulfinamido)-1-(pyridin-2-yl)propyl)-2-fluorophenyl)-4-hydroxypyrrolidine-1,2-dicarboxamide